C1#C[SiH2]1 silicon dicarbide